CC1=C(C(=O)[PH2+](P(C2=CC=CC=C2)C2=CC=CC=C2)=O)C(=CC(=C1)C)C 2,4,6-trimethylbenzoyl-diphenylphosphinophosphonium oxide